NC1=C(N=C(S1)C1=C(C=CC=C1F)F)C(=O)NC=1C(=C2C(=NC1)CCC2)N2CC(C(CC2)O)N 5-amino-N-{4-[3-amino-4-hydroxypiperidin-1-yl]-6,7-dihydro-5H-cyclopenta[b]pyridin-3-yl}-2-(2,6-difluorophenyl)-1,3-thiazole-4-carboxamide